methyl-4-vinylpyridinium bromide [Br-].C[N+]1=CC=C(C=C1)C=C